CC1=C2C(NC(=NC2=CC=C1)CCC(=O)O)=O 3-(5-methyl-4-oxo-3H-quinazolin-2-yl)propionic acid